6-Bromo-4-methoxy-1,2-benzoxazol-3-amine BrC1=CC2=C(C(=NO2)N)C(=C1)OC